potassium citraconate C(\C(\C)=C/C(=O)[O-])(=O)[O-].[K+].[K+]